3-(6-methoxy-5-nitropyridin-3-yl)-5,6-dihydropyridine-1(2H)-carboxylic acid tert-butyl ester C(C)(C)(C)OC(=O)N1CC(=CCC1)C=1C=NC(=C(C1)[N+](=O)[O-])OC